C(C=C)(=O)N1C[C@@H](CCCC1)N1C(=NC2=C1C(=C(C=C2)OC2COC2)Cl)NC(C2=CC(=NC=C2)C(F)F)=O (R)-N-(1-(1-acryloylazepan-3-yl)-7-chloro-6-(oxetan-3-yloxy)-1H-benzo[d]imidazol-2-yl)-2-(difluoromethyl)isonicotinamide